ethyl caprylate isopropyl-lauroyl-sarcosinate C(C)(C)CN(CC(=O)O)C(CCCCCCCCCCC)=O.C(CCCCCCC)(=O)OCC